NCCNC1=NC(=NC(=C1)NC1=NC=CN=C1)N[C@@H](C)C1=CC=C(C=C1)F (S)-N4-(2-aminoethyl)-N2-[1-(4-fluorophenyl)ethyl]-N6-(pyrazin-2-yl)pyrimidine-2,4,6-triamine